ethan-1-one O-methyloxime CON=CC